(2-(3,8-diazabicyclo[3.2.1]octan-8-yl)-6,7-dihydrothiazolo[5,4-c]pyridin-5(4H)-yl)(2,3-dihydrobenzofuran-4-yl)methanone C12CNCC(CC1)N2C=2SC=1CN(CCC1N2)C(=O)C2=CC=CC1=C2CCO1